acetic acid 1-p-menthyl ester C1(CCC(CC1)C(C)C)(C)OC(C)=O